5-((3-(2-cyclopropylethyl)-3-(ethoxymethyl)pyrrolidin-1-yl)methyl)-2-methylpyridine C1(CC1)CCC1(CN(CC1)CC=1C=CC(=NC1)C)COCC